ClC1=CC=C(C=C1)N1N=NN=C1CN(C)C1CCCCC1 N-((1-(4-chlorophenyl)-1H-tetrazol-5-yl)methyl)-N-methylcyclohexylamine